2-bromo-6-hydroxy-benzaldehyde BrC1=C(C=O)C(=CC=C1)O